7-(7-fluoroimidazo[1,2-a]pyridin-3-yl)-1-(bis(tert-butyloxycarbonyl)amino)isoquinoline FC1=CC=2N(C=C1)C(=CN2)C2=CC=C1C=CN=C(C1=C2)N(C(=O)OC(C)(C)C)C(=O)OC(C)(C)C